CC(CCC(=O)O)CCCCCCCC(=O)O 4-methyldodecanedioic acid